ClC=1C(=CC(=NC1)NCC1=CC=C(C=C1)OC)C(=O)C1=NC=C(N=C1Cl)N1CCC2(CCC[C@H]2N[C@H](C)C2=CC=C(C=C2)OC)CC1 (5-Chloro-2-(4-methoxybenzylamino)pyridin-4-yl)(3-chloro-5-((R)-1-((R)-1-(4-methoxyphenyl)ethylamino)-8-azaspiro[4.5]decan-8-yl)pyrazin-2-yl)methanone